FC1=CC=C(C=C1)C=1C=C2C(=NC=NC2=C(C1)S(=O)(=O)N)O 6-(4-fluorophenyl)-4-hydroxyquinazoline-8-sulfonamide